N-isopropyl-5-(2-methylbenzo[d]thiazol-6-yl)-7H-pyrrolo[2,3-d]pyrimidin-2-amine C(C)(C)NC=1N=CC2=C(N1)NC=C2C2=CC1=C(N=C(S1)C)C=C2